5-chloro-1,10-phenanthroline ClC1=C2C=CC=NC2=C2N=CC=CC2=C1